N,N-Dimethylphenylamine CN(C)C1=CC=CC=C1